COC=1C=C(CN2C(C(=CC(=C2)C(=O)N[C@H]2[C@@H](C2)C)C(=O)NC)=O)C=CC1 (3-methoxybenzyl)-N3-methyl-N5-((1r,2r)-2-methylcyclopropyl)-2-oxo-1,2-dihydropyridine-3,5-dicarboxamide